BrC1=CC2=C(N(C=N2)C2C(NC(CC2)=O)=O)C=C1 3-(5-Bromobenzimidazol-1-yl)piperidine-2,6-dione